C1(CCCCC1)C1=NN2C(NC3=C(C2=O)OC(=N3)C(C)C)=C1 6-cyclohexyl-2-isopropyl-oxazolo[4,5-d]pyrazolo[1,5-a]pyrimidin-9(4H)-one